C[C@H](CC=C)S(=O)(=O)N (R)-PENT-4-ENE-2-SULFONAMIDE